diethyl-Diethoxysilane C(C)[Si](OCC)(OCC)CC